4-Amino-7-bromo-1-(imidazo(3,2-a)pyridin-5-yl)-2-oxo-1,2-dihydroquinoline-3-carboxylic acid methyl ester COC(=O)C=1C(N(C2=CC(=CC=C2C1N)Br)C1=CC=CC=2N1C=CN2)=O